Cl.FC(OC=1C=C(C=CC1F)C1=CN=C2C(=N1)N(N=C2)C[C@H]2CNC(O2)=O)F (R,S)-5-((6-(3-(Difluoromethoxy)-4-fluorophenyl)-1H-pyrazolo[3,4-b]pyrazin-1-yl)methyl)oxazolidin-2-one Hydrochloride